OC(C(=O)O)CCCCCCCCCCCCCCC α-hydroxyheptadecanoic acid